tert-butyl (S)-(1-(3-bromoquinoxalin-2-yl)-2-(3,5-difluorophenyl)ethyl)carbamate BrC=1C(=NC2=CC=CC=C2N1)[C@H](CC1=CC(=CC(=C1)F)F)NC(OC(C)(C)C)=O